ClC=1C=CC(=C(C1)C=1C(=C2N(N1)CCC2)C=2C=CC=1N(C2)N=CN1)F 6-(2-(5-Chloro-2-fluorophenyl)-5,6-dihydro-4H-pyrrolo[1,2-b]pyrazol-3-yl)-[1,2,4]triazolo[1,5-a]pyridine